N-(octyl)-d-gluconamide C(CCCCCCC)NC(=O)[C@H](O)[C@@H](O)[C@H](O)[C@H](O)CO